(3S,4R)-1-benzyl-4-(5-(ethoxycarbonyl)-2-methylphenyl)pyrrolidine-3-carboxylic acid C(C1=CC=CC=C1)N1C[C@H]([C@@H](C1)C1=C(C=CC(=C1)C(=O)OCC)C)C(=O)O